[N+](=O)([O-])C=1C=CC2=CC=C(C(=C2C1)C1=CC=CC2=CC=C(C=C12)[N+](=O)[O-])O 7,7'-dinitro-1,1'-binaphthol